2-((3-Chloro-1-(2,6-difluorophenyl)-1,2-dihydro-6-methyl-2-oxopyridin-4-yloxy)methyl)-5-fluorobenzyl-carbamic acid tert-butyl ester C(C)(C)(C)OC(NCC1=C(C=CC(=C1)F)COC1=C(C(N(C(=C1)C)C1=C(C=CC=C1F)F)=O)Cl)=O